O[C@@H]1C=2C=CC(=CC2CC[C@@H]1[C@@H]1N2C(C3=CC=CC=C13)=CN=C2)C(=O)NC (5S,6R)-5-hydroxy-6-((S)-5H-imidazo[5,1-a]isoindol-5-yl)-N-methyl-5,6,7,8-tetrahydronaphthalene-2-carboxamide